C1(CC1)S(=O)(=O)N1CCC(CC1)NC=1N=CC2=C(N1)C(=NC(=C2)C)N2CC1(C2)CNCC1 N-(1-(cyclopropylsulfonyl)piperidin-4-yl)-6-methyl-8-(2,6-diazaspiro[3.4]octan-2-yl)pyrido[3,4-d]pyrimidin-2-amine